13-Bromo-19,21-difluoro-14-hydroxy-4-methoxy-16,16-dioxo-9-oxa-16λ6-thia-5,17-diazatetracyclo[16.3.1.111,15.02,7]tricosa-1(21),2,4,6,11(23),12,14,18(22),19-nonaen-10-one BrC1=CC=2C(OCC3=CN=C(C=C3C3=C(C=C(C(NS(C(=C1O)C2)(=O)=O)=C3)F)F)OC)=O